6-((4,4-difluorocyclohexyl)amino)-2-(4-methylthiazol-2-yl)pyrimidin-4-ol FC1(CCC(CC1)NC1=CC(=NC(=N1)C=1SC=C(N1)C)O)F